N-[(3-fluoro-5-methoxy-phenyl)-methyl]-2-methoxy-4-methyl-7-(trifluoromethyl)-quinoline-3-carboxylic acid amide FC=1C=C(C=C(C1)OC)CNC(=O)C=1C(=NC2=CC(=CC=C2C1C)C(F)(F)F)OC